COC1=C(C=CC(=C1)OC)CNC1=CC=2N(C(N(CC2C=N1)C1=C(C=CC=C1C)F)=O)[C@@H]1CCN(CCC1)C(=O)OC(C)(C)C tert-butyl (4S)-4-[7-[(2,4-dimethoxyphenyl) methylamino]-3-(2-fluoro-6-methyl-phenyl)-2-oxo-4H-pyrido[4,3-d]pyrimidin-1-yl]azepane-1-carboxylate